NC1=NN2C(C=C(C=C2)C=2C(=C(OCCC(C(O)C3=CC=C(C=C3)F)(F)F)C=CC2)F)=N1 4-(3-(2-amino-[1,2,4]triazolo[1,5-a]pyridin-7-yl)-2-fluorophenoxy)-2,2-difluoro-1-(4-fluorophenyl)butan-1-ol